4-[2-(pyridin-3-yl)ethynyl]benzaldehyde N1=CC(=CC=C1)C#CC1=CC=C(C=O)C=C1